C(CCCCCCCCCC(C)C)CC(=O)O.C(C)OC(C(C(C(OCC)(OCC)OC(C(C(C(CCCCCCC(C)C)(OCC)OCC)(OCC)OCC)(OCC)OCC)(OCC)OCC)(OCC)OCC)(OCC)OCC)(CCCCCCC(C)C)OCC octaethoxyisotridecyl ether (isotridecyl acetate)